rel-(1S,5R,6R)-3-(t-butoxycarbonyl)-8-oxa-3-azabicyclo[3.2.1]octane-6-carboxylic acid C(C)(C)(C)OC(=O)N1C[C@@H]2C[C@H]([C@H](C1)O2)C(=O)O |o1:9,11,12|